ON=C(N)C1=NC=C(C=N1)NC=1OC(=CN1)C1=NC=C(C=C1)C(F)(F)F N'-hydroxy-5-((5-(5-(trifluoromethyl)pyridin-2-yl)oxazol-2-yl)amino)pyrimidine-2-carboxamidine